CS(=O)(=O)OC1=CC=C(C=C1)NC1=NC(=C(N=C1C(N)=O)Cl)NC [4-[[3-carbamoyl-5-chloro-6-(methylamino)pyrazin-2-yl]amino]phenyl] methanesulfonate